N-(6-(2H-1,2,3-triazol-2-yl)-5-(trifluoromethyl)pyridin-3-yl)-4-(3-amino-5-fluoropyridin-2-yl)-2-chloro-5-fluorobenzamide N=1N(N=CC1)C1=C(C=C(C=N1)NC(C1=C(C=C(C(=C1)F)C1=NC=C(C=C1N)F)Cl)=O)C(F)(F)F